ClC=1C(=CC(=NC1)C#N)C=1NC2=CC(=C(C(=C2C(C1)=O)F)C1CCN(CC1)C)F 5-chloro-4-(5,7-difluoro-6-(1-methylpiperidin-4-yl)-4-oxo-1,4-dihydroquinolin-2-yl)picolinonitrile